3-fluoro-6-methoxy-4-(1-(3-methyloxetan-3-yl)-6-(pyrimidin-2-yl)-1H-benzo[d]imidazol-2-yl)benzene-1,2-diol FC1=C(C(=C(C=C1C1=NC2=C(N1C1(COC1)C)C=C(C=C2)C2=NC=CC=N2)OC)O)O